C(C#C)OC=1C=CC2=C(C=CO2)C1 5-(prop-2-yn-1-yloxy)benzofuran